The molecule is an organic cation resulting from the protonation of the carbonilide moiety of alstonine. The major microspecies at pH 7.3. It is a conjugate acid of an alstonine. C[C@H]1[C@@H]2C[N+]3=C(C[C@@H]2C(=CO1)C(=O)OC)C4=C(C=C3)C5=CC=CC=C5N4